N[C@@H](C1=C(C=C(C(=C1)Cl)Cl)O)C1CCN(CC1)C(=O)C1=NNC=C1 2-[(R)-amino[1-(1H-pyrazole-3-carbonyl)piperidin-4-yl]methyl]-4,5-dichlorophenol